1-(2-((2S,4R)-4-fluoro-2-(1-(2-fluoro-5-methylphenyl)-2-oxopiperidin-3-ylcarbamoyl)pyrrolidin-1-yl)-2-oxoethyl)-5-(pyridazin-4-yl)-1H-indazole-3-carboxamide F[C@@H]1C[C@H](N(C1)C(CN1N=C(C2=CC(=CC=C12)C1=CN=NC=C1)C(=O)N)=O)C(NC1C(N(CCC1)C1=C(C=CC(=C1)C)F)=O)=O